2-((2,2-difluoroethyl)(2-ethyl-7-methyl-5-(piperazin-1-yl)-2H-pyrazolo[4,3-b]pyridin-3-yl)amino)-4-(4-fluorophenyl)thiazole-5-carbonitrile FC(CN(C=1SC(=C(N1)C1=CC=C(C=C1)F)C#N)C=1N(N=C2C1N=C(C=C2C)N2CCNCC2)CC)F